3-((4-Methoxyphenyl)thio)-2,4-diphenylquinoline COC1=CC=C(C=C1)SC=1C(=NC2=CC=CC=C2C1C1=CC=CC=C1)C1=CC=CC=C1